C(C1=CC=CC=C1)OC(=O)N1CCN(CC1)CC(=O)OC(C)(C)C 4-(2-(tert-butoxy)-2-oxoethyl)piperazine-1-carboxylic acid benzyl ester